1,6-diallyl-hexanediol C(C=C)C(CCCCCCC=C)(O)O